(2S,4S)-4-(((benzyloxy)carbonyl)-amino)pyrrolidine-1,2-dicarboxylic acid 1-tert-butyl ester 2-methyl ester COC(=O)[C@H]1N(C[C@H](C1)NC(=O)OCC1=CC=CC=C1)C(=O)OC(C)(C)C